6-(1-Cyclopropylpyrazol-4-yl)-3-[4-(1-ethyltriazol-4-yl)-3,5-dimethoxy-phenyl]pyrazolo[1,5-a]pyridine C1(CC1)N1N=CC(=C1)C=1C=CC=2N(C1)N=CC2C2=CC(=C(C(=C2)OC)C=2N=NN(C2)CC)OC